(2-(Cyclopentyloxy)-2,2-diphenylethyl)-pentafluoro-λ6-sulfan C1(CCCC1)OC(CS(F)(F)(F)(F)F)(C1=CC=CC=C1)C1=CC=CC=C1